1-((4'-(((S)-3-((4-(4-Aminopyrimidin-2-yl)-1,3-dimethyl-1H-pyrazol-5-yl)oxy)butyl)amino)-6'-chloro-3-fluoro-[2,3'-bipyridin]-5-yl)methyl)-4,4-dimethylpyrrolidin-3-ol NC1=NC(=NC=C1)C=1C(=NN(C1O[C@H](CCNC1=C(C=NC(=C1)Cl)C1=NC=C(C=C1F)CN1CC(C(C1)(C)C)O)C)C)C